O=C1NC=2C(=C3C(=NC2)N(C=C3)S(=O)(=O)C3=CC=CC=C3)C13CCN(CC3)C(=O)OC(C)(C)C tert-Butyl 7-oxo-3-(phenylsulfonyl)-6,7-dihydro-3H-spiro[dipyrrolo[2,3-b:3',2'-d]pyridine-8,4'-piperidine]-1'-carboxylate